C(=O)C=1C(=[N+](ON1)[O-])C 4-formyl-3-methyl-1,2,5-oxadiazole 2-oxide